sodium methylenebis(benzylnaphthalenesulfonate) C(C1=C(C2=CC=CC=C2C=C1CC1=CC=CC=C1)S(=O)(=O)[O-])C1=C(C2=CC=CC=C2C=C1CC1=CC=CC=C1)S(=O)(=O)[O-].[Na+].[Na+]